[4-[(E)-[isobutyl(thieno[3,2-d]pyrimidin-4-yl)hydrazono]methyl]-2-methoxyphenyl]boronic acid C(C(C)C)N(\N=C\C1=CC(=C(C=C1)B(O)O)OC)C=1C2=C(N=CN1)C=CS2